3-(4-benzyl-3-oxo-3,4-dihydro-2H-benzo[b][1,4]thiazin-6-yl)-1-(1H-indol-6-yl)-1-methylurea C(C1=CC=CC=C1)N1C2=C(SCC1=O)C=CC(=C2)NC(N(C)C2=CC=C1C=CNC1=C2)=O